[Cl-].N1=CC(=CC=C1)OC1=CC=C(C=C1)C1CC[NH2+]CC1 4-(4-(pyridin-3-yloxy)phenyl)piperidin-1-ium chloride